[N-](S(=O)(=O)C(F)(F)F)S(=O)(=O)C(F)(F)F.C(C)[N+]1(C=CC=C1)C 1-ethyl-1-methylpyrrolium bis(trifluoromethylsulfonyl)imide salt